O=C1NC(CCC1C1=NN(C2=C(C=CC=C12)[C@H]1CN(CCC1)C(=O)OC(C)(C)C)C)=O tert-butyl (3S)-3-(3-(2,6-dioxopiperidin-3-yl)-1-methyl-1H-indazol-7-yl)piperidine-1-carboxylate